(R)-2-amino-N-((6-(dimethylamino)pyridazin-3-yl)methyl)-3-methyl-N-(1-(pyrimidin-2-yl)ethyl)quinoline-6-carboxamide NC1=NC2=CC=C(C=C2C=C1C)C(=O)N([C@H](C)C1=NC=CC=N1)CC=1N=NC(=CC1)N(C)C